COC1=CC=C(CN(C2=CC(=C(C(=N2)C2=C(C(=C3C(NC=NC3=C2)=O)OCCNC2CCC3=C2C=NC=C3)Cl)C(F)(F)F)C)CC3=CC=C(C=C3)OC)C=C1 7-(6-(bis(4-methoxybenzyl)amino)-4-methyl-3-(trifluoromethyl)pyridin-2-yl)-6-chloro-5-(2-((6,7-dihydro-5H-cyclopenta[c]pyridin-7-yl)amino)ethoxy)quinazolin-4(3H)-one